8-(4-(trifluoromethyl)pyridin-2-yl)-2,8-diazaspiro[4.5]decan-7-one hydrochloride Cl.FC(C1=CC(=NC=C1)N1C(CC2(CCNC2)CC1)=O)(F)F